Benzyl (4R)-4-[3-(6-bromo-7-fluoro-1-oxo-2-isoquinolyl)propyl]-2,2-dimethyl-oxazolidine-3-carboxylate BrC=1C=C2C=CN(C(C2=CC1F)=O)CCC[C@H]1N(C(OC1)(C)C)C(=O)OCC1=CC=CC=C1